3-chloro-N-(2,4-difluoro-3-(3-(2-hydroxyethoxy)quinoxaline-6-carbonyl)phenyl)-4-(trifluoromethyl)benzamide ClC=1C=C(C(=O)NC2=C(C(=C(C=C2)F)C(=O)C=2C=C3N=C(C=NC3=CC2)OCCO)F)C=CC1C(F)(F)F